FC1=C(C=CC=C1)C1=C(C(NC=C1)=O)C(=O)O 4-(fluorophenyl)-2-keto-1,2-dihydropyridine-3-carboxylic acid